C(C)(C)N(P(O[C@H]1[C@@H](O[C@@H]([C@]12CC2(F)F)COC(C2=CC=CC=C2)(C2=CC=C(C=C2)OC)C2=CC=C(C=C2)OC)N2C1=NC=NC(=C1N=C2)NC(C2=CC=CC=C2)=O)OCCC#N)C(C)C (3R,4S,6R,7R)-6-(6-benzoylamino-9H-purin-9-yl)-4-((bis(4-methoxyphenyl) (phenyl) methoxy) methyl)-1,1-difluoro-5-oxaspiro[2.4]heptan-7-yl (2-cyanoethyl) diisopropylphosphoramidite